ethylene glycol monovaccenate C(CCCCCCCCC\C=C\CCCCCC)(=O)OCCO